C(C)(C)(C)OC(=O)N1CCN(CC1)C(=O)C=1SC=C(C1NC(C[N+]1(CCCCCC1)CC(=O)NC1=C(SC=C1C)C(=O)OC)=O)C 1-(2-((2-(4-(tert-butoxycarbonyl)piperazine-1-carbonyl)-4-methylthiophen-3-yl)amino)-2-oxoethyl)-1-(2-((2-(methoxycarbonyl)-4-methylthiophen-3-yl)amino)-2-oxoethyl)azepan-1-ium